tert-butyl 4-(6-(1H-pyrazol-4-yl)pyrazolo[1,5-a]pyrimidin-3-yl)piperidine-1-carboxylate N1N=CC(=C1)C=1C=NC=2N(C1)N=CC2C2CCN(CC2)C(=O)OC(C)(C)C